S1C2=C(C(=C1)N1N=C3N(C1=O)[C@@H](CC3)C3=CC=CC=C3)C=CC=C2 (S)-2-(benzo[b]thiophen-3-yl)-5-phenyl-2,5,6,7-tetrahydro-3H-pyrrolo[2,1-c][1,2,4]triazol-3-one